6-(3-aminophenyl)-4-[[(1R,3S)-3-amino-2,2,3-trimethyl-cyclopentyl]amino]-N'-[4-[tert-butyl-(dimethyl)silyl]oxy-2-ethyl-phenyl]pyrrolo[1,2-b]pyridazine-3-carboxamidine NC=1C=C(C=CC1)C=1C=C2N(N=CC(=C2N[C@H]2C([C@@](CC2)(C)N)(C)C)C(=NC2=C(C=C(C=C2)O[Si](C)(C)C(C)(C)C)CC)N)C1